C(C)(=O)N[C@@](CS)(C(=O)O)C N-acetyl-2-methyl-L-cysteine